N-((3-Methoxythiophen-2-yl)methyl)-2-(9-(pyridin-2-yl)-6-oxaspiro[4.5]decan-2-en-9-yl)ethanamine hydrochloride Cl.COC1=C(SC=C1)CNCCC1(CCOC2(CC=CC2)C1)C1=NC=CC=C1